(R)-6-bromo-N-(1-(3-(1,1-difluoroallyl)-2-fluorophenyl)ethyl)-2-methyl-8,9-dihydro-7H-cyclopenta[h]quinazoline-4-amine BrC=1C=C2C(=NC(=NC2=C2C1CCC2)C)N[C@H](C)C2=C(C(=CC=C2)C(C=C)(F)F)F